ClC=1C(=CC(=C(C1)N(C(=O)[C@H]1N(C([C@@]([C@H]1O)(C)O)=O)C1=NC(=CC(=C1)C(F)(F)F)C([2H])([2H])[2H])C([2H])([2H])[2H])F)F (2S,3S,4S)-N-(5-chloro-2,4-difluorophenyl)-3,4-dihydroxy-N-(2H3)methyl-4-methyl-1-[6-(2H3)methyl-4-(trifluoromethyl)pyridin-2-yl]-5-oxopyrrolidine-2-carboxamide